2-((3-methyl-1H-indazol-6-yl)oxy)acetic acid CC1=NNC2=CC(=CC=C12)OCC(=O)O